6-(2-hydroxyethoxy)nicotinaldehyde OCCOC1=NC=C(C=O)C=C1